N-(3-(2-(piperidin-1-yl)propyl)-1,2,4-thiadiazol-5-yl)-5-(3-(trifluoromethyl)phenyl)furan-3-carboxamide N1(CCCCC1)C(CC1=NSC(=N1)NC(=O)C1=COC(=C1)C1=CC(=CC=C1)C(F)(F)F)C